ClC=1C=CC2=C(N=C(O2)N2CCC3(CC2)CCC(CC3)NC(CC3COCC3)=O)C1 N-[3-(5-chloro-1,3-benzoxazol-2-yl)-3-azaspiro[5.5]undecan-9-yl]-2-tetrahydrofuran-3-yl-acetamide